CN(CCN1C=C(C=2C1=NC=CC2)C#CC=2C(=C(C(=O)O)C=CC2)C2=CC=C1C=CNC1=C2)C 3-[1-(2-Dimethylamino-ethyl)-1H-pyrrolo[2,3-b]pyridin-3-ylethynyl]-2-(1H-indol-6-yl)-benzoic Acid